OC=CCC 1-hydroxy-1-butene